2-bromo-5-(2-bromo-1-fluoroethyl)-1,3-dimethylbenzene BrC1=C(C=C(C=C1C)C(CBr)F)C